1-aminonaphthalene-3,8-disulfonic acid NC1=CC(=CC2=CC=CC(=C12)S(=O)(=O)O)S(=O)(=O)O